C(C)(C)(C)OC(=O)N[C@H]([C@@H](C)OCC=1C=C(C=CC1)CCCCC(=O)O)CCC(N)=O 5-[3-([[(2R,3S)-3-[(tert-butoxycarbonyl)amino]-5-carbamoylpentan-2-yl]oxy]methyl)phenyl]pentanoic acid